3-bromo-6-chloro-N-((tetrahydrofuran-2-yl)methyl)-1H-pyrazolo[3,4-d]pyrimidin-4-amine BrC1=NNC2=NC(=NC(=C21)NCC2OCCC2)Cl